(2S)-2,12-diamino-4,7,10-trioxododecanoic acid N[C@H](C(=O)O)CC(CCC(CCC(CCN)=O)=O)=O